(Z)-Methyl 5-methyl-2-oxo-3-(phenyl((4-((2-((3R,5S)-3,4,5-trimethylpiperazin-1-yl)ethoxy)carbamoyl)phenyl)amino)methylene)indoline-6-carboxylate CC=1C=C2/C(/C(NC2=CC1C(=O)OC)=O)=C(/NC1=CC=C(C=C1)C(NOCCN1C[C@H](N([C@H](C1)C)C)C)=O)\C1=CC=CC=C1